2,3,4,5,6,10b,11,12-octahydro-3,3-dimethyl-spiro[4b-azachrysen-12,2'-[1,3]dithiolan]-1-one CC1(CC(C2=C(C1)N1CCC3=CC=CC=C3C1CC21SCCS1)=O)C